4-(2-(4-Chloro-2-fluorophenyl)-2H-chromen-8-yl)piperidine-1-carboxylic acid tert-butyl ester C(C)(C)(C)OC(=O)N1CCC(CC1)C=1C=CC=C2C=CC(OC12)C1=C(C=C(C=C1)Cl)F